OC1=C(C(N(C2=CC=CC=C12)CC(C)C)=O)C(=O)NC1=CC(=NO1)C 4-hydroxy-1-isobutyl-N-(3-methylisoxazol-5-yl)-2-oxo-1,2-dihydroquinoline-3-carboxamide